(5,6-dimethyl-3-pyridyl)-2-[(2S,5R)-2-(1H-indazol-5-yl)-5-methyl-1-piperidyl]-2-oxo-acetamide CC=1C=C(C=NC1C)NC(C(=O)N1[C@@H](CC[C@H](C1)C)C=1C=C2C=NNC2=CC1)=O